propyl-1-((6,6-difluoro-4-methylspiro[2.3]hexan-4-yl)methyl)-N-(2-(methylthio)pyridin-4-yl)-4-(trifluoromethyl)-1H-pyrazole-5-carboxamide C(CC)C1=NN(C(=C1C(F)(F)F)C(=O)NC1=CC(=NC=C1)SC)CC1(C2(CC2)C(C1)(F)F)C